(((1-(5-(3-chloro-4-isopropoxyphenyl)-1,2,4-oxadiazol-3-yl)-3-fluoro-1H-indol-5-yl)methyl)amino)propionic acid ClC=1C=C(C=CC1OC(C)C)C1=NC(=NO1)N1C=C(C2=CC(=CC=C12)CNC(C(=O)O)C)F